N-(1-methyl-2-oxo-8-(3-oxa-9-azaspiro[5.5]undecan-9-yl)-2,3,4,5-tetrahydro-1H-benzo[b]azepin-3-yl)-4-phenoxypicolinamide CN1C2=C(CCC(C1=O)NC(C1=NC=CC(=C1)OC1=CC=CC=C1)=O)C=CC(=C2)N2CCC1(CCOCC1)CC2